N[C@H]1COC2=CC(=CC=C2C1)N1CC2CN(CC(C1)C2(F)F)C(=O)OC(C)(C)C Tert-Butyl 7-((R)-3-aminochroman-7-yl)-9,9-difluoro-3,7-diazabicyclo[3.3.1]nonane-3-carboxylate